ClC1=C(C(=CC=C1)[N+](=O)[O-])C1=CC=CC2=CC=CC=C12 1-(2-chloro-6-nitrophenyl)-naphthalene